tetraethyl-aminobenzophenone C(C)C1=C(C(=C(C(=C1C(=O)C1=CC=CC=C1)N)CC)CC)CC